(3S)-3-(3',3'-difluoro-1'-((2-methyl-2H-indazol-6-yl)methyl)-6-oxo-6,8-dihydro-2H,7H-spiro[furo[2,3-e]isoindol-3,4'-piperidin]-7-yl)piperidine-2,6-dione FC1(CN(CCC12COC1=C3CN(C(C3=CC=C12)=O)[C@@H]1C(NC(CC1)=O)=O)CC=1C=CC2=CN(N=C2C1)C)F